C1(=CC=CC=C1)C#CC 3-phenyl-2-propyn